1-(2-bromo-4-fluorophenyl)-4-methylpent-4-en-1-ol BrC1=C(C=CC(=C1)F)C(CCC(=C)C)O